cis-1-(3-(5-amino-1-(tert-butyl)-1H-pyrazol-3-yl)cyclopentyl)-3-isopropyl-1,3-dihydro-2H-imidazol-2-one NC1=CC(=NN1C(C)(C)C)[C@H]1C[C@H](CC1)N1C(N(C=C1)C(C)C)=O